tin-antimony-nickel-cerium [Ce].[Ni].[Sb].[Sn]